p-n-nonyl-styrene C(CCCCCCCC)C1=CC=C(C=C)C=C1